C12CN(CC2C1)C1=CC(=C(C=N1)CO)C(F)(F)F (6-{3-azabicyclo[3.1.0]hex-3-yl}-4-(trifluoromethyl)pyridin-3-yl)methanol